4-(1-carbamimidoyl-1,2,3,6-tetrahydropyridin-4-yl)-N-(4-(1-carbamimidoyl-1,2,3,6-tetrahydropyridin-4-yl)-2-methylphenyl)-3-methylbenzamide C(N)(=N)N1CCC(=CC1)C1=C(C=C(C(=O)NC2=C(C=C(C=C2)C=2CCN(CC2)C(N)=N)C)C=C1)C